N1N=CC2=CC(=CC=C12)C#CC1=NC(=NC=C1)C1=NC(=NC=C1)NCC1=NC=CC(=C1)F ((1H-indazol-5-yl)ethynyl)-N-((4-fluoropyridin-2-yl)methyl)-[2,4'-bipyrimidin]-2'-amine